CC=1N=C2N(C=C(C=C2C)C2=NC3=CC=C(C=C3C(N2)=O)N2CCN(CC2)C)C1 2-(2,8-dimethylimidazo[1,2-a]pyridin-6-yl)-6-(4-methylpiperazin-1-yl)quinazolin-4(3H)-one